1-tert-butyl 2-methyl 4-(4-(3,4-dichlorophenyl)-5-isobutylthiazol-2-yl)piperazine-1,2-dicarboxylate ClC=1C=C(C=CC1Cl)C=1N=C(SC1CC(C)C)N1CC(N(CC1)C(=O)OC(C)(C)C)C(=O)OC